6-{[(3S)-3-methylpiperidin-1-yl]methyl}-1-oxo-2,3-dihydroisoindole-4-carbonitrile C[C@@H]1CN(CCC1)CC=1C=C(C=2CNC(C2C1)=O)C#N